1,3,5-cyclooctatriene C1=CC=CC=CCC1